7-(3-fluorophenyl)-5-(methoxymethyl)pyrazolo[1,5-a]Pyrimidine-3-carboxylic acid ethyl ester C(C)OC(=O)C=1C=NN2C1N=C(C=C2C2=CC(=CC=C2)F)COC